1-([1,1'-biphenyl]-4-yl)-3-(2-chloro-4-((7-hydroxy-6-methoxyquinazolin-4-yl)oxy)phenyl)urea C1(=CC=C(C=C1)NC(=O)NC1=C(C=C(C=C1)OC1=NC=NC2=CC(=C(C=C12)OC)O)Cl)C1=CC=CC=C1